4-(2,6-dichloropyridin-3-yl)but-3-en-2-one ClC1=NC(=CC=C1C=CC(C)=O)Cl